Cl.Cl.NC(N)=NC=1SC=C(N1)CSC(N)=N 2-diaminomethyleneamino-4-amidinothiomethylthiazole dihydrochloride